(3,4-Diazido-3-methylbutyl)benzene N(=[N+]=[N-])C(CCC1=CC=CC=C1)(CN=[N+]=[N-])C